6-chloro-8-((5-(difluoromethyl)-2-fluoro-4-(1-Methyl-1H-pyrazol-4-yl)phenyl)amino)-3,4-dihydroisoquinoline-2(1H)-carboxylic acid tert-butyl ester C(C)(C)(C)OC(=O)N1CC2=C(C=C(C=C2CC1)Cl)NC1=C(C=C(C(=C1)C(F)F)C=1C=NN(C1)C)F